ethyl 6-(4-(dimethylamino) phenyl)-4-oxo-4H-pyran-3-carboxylate CN(C1=CC=C(C=C1)C1=CC(C(=CO1)C(=O)OCC)=O)C